N1C=CC2=C(C=CC=C12)NC(C=C)=O N-(1H-indol-4-yl)acrylamide